ClC1=NC(=NC=C1C(F)(F)F)NC1=C(C=C(C=C1)N1C[C@H]2CC[C@@H](C1)N2C(=O)OC(C)(C)C)C2CC2 tert-butyl (1R,5S)-3-(4-((4-chloro-5-(trifluoromethyl)pyrimidin-2-yl)amino)-3-cyclopropylphenyl)-3,8-diazabicyclo[3.2.1]octane-8-carboxylate